C(C1=CC=CC=C1)OC1=C(C=C(C=C1)O)C=1C=NC=C(C1)C1=NN=CN1COCC[Si](C)(C)C 4-(benzyloxy)-3-(5-(4-((2-(trimethylsilyl)ethoxy)methyl)-4H-1,2,4-triazol-3-yl)pyridin-3-yl)phenol